C(C)C1=CC=C(C=C1)NC=1C2=CC=CC=C2C(=C2C=CC=CC12)NC1=CC=C(C=C1)CC N,N'-bis(4-ethylphenyl)anthracene-9,10-diamine